2-butanone-oxime CC(CC)=NO